1-methyl-3-(trifluoromethyl)-1H-pyrrolo[2,3-b]pyridine-5-carboxylic acid CN1C=C(C=2C1=NC=C(C2)C(=O)O)C(F)(F)F